FC1(CCC(CC1)[C@H](NC(=O)C=1N(N=CN1)C(C)C)C1=NC2=C(N1)C=CC(=C2F)[C@H](CC(C)(F)F)C(NCC(C)(C)F)=O)F N-[(S)-(4,4-Difluorocyclohexyl)(5-{(1S)-3,3-difluoro-1-[(2-fluoro-2-methylpropyl)-carbamoyl]butyl}-4-fluoro-1H-benzimidazol-2-yl)methyl]-2-isopropyl-1,2,4-triazole-3-carboxamide